ClC=1C=CC(=C(C1)C1=CC(N(C=C1OC)C(C(=O)NC1=CC2=CN(N=C2C=C1)C(F)F)CC(F)F)=O)N1N=NC(=C1)Cl 2-{4-[5-chloro-2-(4-chloro-1H-1,2,3-triazol-1-yl)phenyl]-5-methoxy-2-oxopyridin-1(2H)-yl}-N-[2-(difluoromethyl)-2H-indazol-5-yl]-4,4-difluorobutanamide